OCCNC=1C=CC=2N(N1)C(=CN2)C=2C=CC1=C(C=C(O1)C(=O)O)C2 5-(6-((2-hydroxyethyl)amino)imidazo[1,2-b]pyridazin-3-yl)benzofuran-2-carboxylic acid